N(=O)N1C(C=C(C2=CC=CC=C12)C)(C)C N-nitroso-2,2,4-trimethyl-1,2-dihydroquinoline